4-[3,5-bis(1,1,2,2,2-pentafluoroethyl)phenyl]but-3-en-2-one FC(C(F)(F)F)(F)C=1C=C(C=C(C1)C(C(F)(F)F)(F)F)C=CC(C)=O